COC1=CC=C(C=C1)C1=C(C(=C(C=C1)COCC1=C(C(=C(C=C1)C1=CC=C(C=C1)OC)C1=CC=C(C=C1)OC)C1=CC=C(C=C1)OC)C1=CC=C(C=C1)OC)C1=CC=C(C=C1)OC tri(p-methoxyphenyl)phenylmethyl ether